5-(methoxymethyl)benzene-1,3-diol COCC=1C=C(C=C(C1)O)O